C(C)(C)(C)OC(=O)N1C(CCCC1)CNC(COC1=CC(=C(C=C1)Cl)F)=O ((2-(4-chloro-3-fluorophenoxy)acetamido)methyl)piperidine-1-carboxylic acid tert-butyl ester